1,2-dibromotoluene BrC1(C)C(C=CC=C1)Br